C(C1=CC=CC=C1)(SCCS)=O S-(2-mercaptoethyl) benzothioate